C(C)(C)OC([C@H](C)N=P(=O)OC1=CC(=C(C=C1)C)OCC=1C=NC(=C(C1C=O)O)C)=O.O1C(=CC=C1)CNC(C1=CC=CC=C1)=O N-(furan-2-yl-Methyl)benzamide (2S)-Isopropyl-2-(((4-formyl-5-hydroxy-6-methylpyridin-3-yl)methoxy)(p-tolyloxy)phosphorylamino)propanoate